C(C)(C)(C)OC(CP(=O)(OCC)OCC)=O tert-butyldiethylphosphonoacetate